methyloloctane C(O)CCCCCCCC